CC=1CC2=CC=CC(=C2C1)C1=CC(=CC(=C1)C(C)(C)C)C(C)(C)C 2-methyl-4-(3,5-di-tert-butylphenyl)indene